N-[[4-(5-amino-4-cyano-1H-pyrazol-3-yl)phenyl]methyl]-2-methoxy-benzamide NC1=C(C(=NN1)C1=CC=C(C=C1)CNC(C1=C(C=CC=C1)OC)=O)C#N